12-[(1-oxo-decyl)oxy]octadecanoic acid O=C(CCCCCCCCC)OC(CCCCCCCCCCC(=O)O)CCCCCC